C(C)OC(CN(CC(NCCNC1=CC=NC2=CC(=CC=C12)Cl)=O)CCCCN(COCC)COCC)=O ([4-(Bis-ethoxymethyl-amino)-butyl]-{[2-(7-chloro-quinolin-4-ylamino)-eth-ylcarbamoyl]-methyl}-amino)-acetic acid ethyl ester